C1(=CC=CC=C1)C1(OCCO1)C 2-phenyl-2-methyl-1,3-dioxolane